2-isobutyl-4-[[4-(trifluoromethyl)phenyl]methyl]indazole-3-carboxylic acid C(C(C)C)N1N=C2C=CC=C(C2=C1C(=O)O)CC1=CC=C(C=C1)C(F)(F)F